C(CCC)OCCC=1C(=C(C(=O)[O-])C=CC1)N(C)C 2-butoxyethyl-(N,N-dimethylamino)benzoate